3-methacryloyl-oxypropylmethyl-dimethoxysilane C(C(=C)C)(=O)OCCC[Si](OC)(OC)C